C1(=CC=CC=C1)S(=O)(=O)N(C1=CC=C(C=C1)C1=NC(=CC2=C1NC1=CC(=CC=C21)C2=CC=CC=C2)C(=O)O)C 1-[4-[benzenesulfonyl(methyl)amino]phenyl]-7-phenyl-9H-pyrido[3,4-b]indole-3-carboxylic acid